C(C)(C)(C)OC(=O)N1CCC(CC1)O N-t-butoxycarbonyl-4-hydroxypiperidine